OC=1C(=C(C=NC1C)CO)CO (5-hydroxy-6-methylpyridine-3,4-diyl)dimethanol